(3S)-1-[3-(3-cyclopropylpyrrolidine-1-carbonyl)-5-(4-methyl-1H-1,3-benzodiazol-2-yl)pyridin-4-yl]-3-methylpyrrolidin-3-amine C1(CC1)C1CN(CC1)C(=O)C=1C=NC=C(C1N1C[C@](CC1)(N)C)C1=NC2=C(N1)C=CC=C2C